tert-butyl 2,2-difluoro-6-(4-(3-hydroxyoxetan-3-yl)phenyl)-7-azaspiro[3.5]nonane-7-carboxylate FC1(CC2(C1)CC(N(CC2)C(=O)OC(C)(C)C)C2=CC=C(C=C2)C2(COC2)O)F